(trans-3-(2,4,6-trifluorophenoxy)cyclobutyl)methyl 6-oxo-7-oxa-2,5-diazaspiro[3.4]octane-2-carboxylate O=C1NC2(CN(C2)C(=O)OC[C@@H]2C[C@H](C2)OC2=C(C=C(C=C2F)F)F)CO1